(R)-(4-(4-fluoropyrazolo[1,5-a]pyridin-2-yl)-1,4,6,7-tetrahydro-5H-imidazo[4,5-c]pyridin-5-yl)(2-(pyridin-2-yl)oxazol-5-yl)methanone FC=1C=2N(C=CC1)N=C(C2)[C@@H]2N(CCC1=C2N=CN1)C(=O)C1=CN=C(O1)C1=NC=CC=C1